N[C@H](C(=O)O)CC1=CC=C(C=C1)C1=NOC(=N1)C1=CC=C(C=C1)NC(C1=CC=CC=C1)=O (S)-2-amino-3-(4-(5-(4-benzamidophenyl)-1,2,4-oxadiazol-3-yl)phenyl)propanoic acid